C(C)(C)(C)C1N(CCC(C1)O)C(=O)OC(C)(C)C tert-butyl-1-(tert-butoxycarbonyl)-4-hydroxypiperidine